COC(C1CCN(CC1)C1=NOC(=C1)[C@H](C(=O)N1[C@@H](C[C@H](C1)O)C(=O)OC(C)(C)C)C(C)C)OC tert-butyl (2S,4R)-1-[(2R)-2-[3-[4-(dimethoxymethyl)-1-piperidyl]isoxazole-5-yl]-3-methyl-butanoyl]-4-hydroxy-pyrrolidine-2-carboxylate